COC1=CC=C2C(=CC(=NC2=C1)C1=CC=CC=C1)C(=O)NCC1=CC=C(C=C1)OC1=CC=CC=C1 7-methoxy-N-(4-phenoxybenzyl)-2-phenylquinoline-4-carboxamide